ethyl-1-naphthylamine C(C)NC1=CC=CC2=CC=CC=C12